3-(3,4-dichlorophenyl)-5-methyl-N-(3-(trifluoromethyl)phenyl)isoxazole-4-carboxamide ClC=1C=C(C=CC1Cl)C1=NOC(=C1C(=O)NC1=CC(=CC=C1)C(F)(F)F)C